C(C)C(C(=O)O)C1C2=CC=C3CCN(C(C4=CC=C(CCCCCN5N=NC6=C5C=CC1=C6C)C=C4)=O)CC3=C2.S2C(=CC=C2)S thiol(thiol) ethyl-[32-methyl-20-oxo-8,9,10,21-tetraazahexacyclo[19.5.3.216,19.13,7.06,10.024,28]dotriaconta-1(26),3(32),4,6,8,16,18,24,27,30-decaen-2-yl]acetate